O1CCC(CC1)NC(C)C=1C=C2C=CN(C2=CC1)CC(F)(F)F 5-{1-[(oxan-4-yl)amino]ethyl}-1-(2,2,2-trifluoroethyl)-1H-indol